1,3-dioxolane-2-carbonitrile O1C(OCC1)C#N